BrC=1C(=NC(=NC1)Cl)NC1=CC=C(C(=O)NC)C=C1 4-((5-bromo-2-chloropyrimidin-4-yl)amino)-N-methylbenzamide